(R)-6-chloro-2-(3-(1,2-dimethoxyethyl)-1H-1,2,4-triazol-5-yl)-5-methoxy-1-methyl-3-(1H-pyrazol-4-yl)-1H-pyrrolo[3,2-b]pyridine ClC=1C=C2C(=NC1OC)C(=C(N2C)C2=NC(=NN2)[C@H](COC)OC)C=2C=NNC2